6-(2-Methylimidazo[1,2-a]pyridin-7-yl)-5-[1-(2,2,3,3-tetrafluoropropyl)-1H-pyrazol-4-yl]pyridin-2-carbonitril CC=1N=C2N(C=CC(=C2)C2=C(C=CC(=N2)C#N)C=2C=NN(C2)CC(C(F)F)(F)F)C1